ClC1=CC=C(CN2C(=C(C3=CC(=CC=C23)C(C)C)C(C(C)C)=O)CC(C(=O)OCC)(C)C)C=C1 ethyl 3-(1-(4-chlorobenzyl)-3-isobutyryl-5-isopropyl-1H-indol-2-yl)-2,2-dimethylpropionate